(6-chlorobenzothiazol-2-yl)-1-ethylpyrrolidin-2-one ClC1=CC2=C(N=C(S2)C2C(N(CC2)CC)=O)C=C1